The molecule is an epoxy(hydroxy)icosatrienoic acid that is (5Z,8Z,12E)-icosatrienoic acid having the epoxide group across positions 14-15 and the hydroxy substituent located at position 11. It has a role as a rat metabolite. It is an epoxy(hydroxy)icosatrienoic acid and a secondary allylic alcohol. It is a conjugate acid of an 11 hydroxy-(14R,15S)-epoxy-(5Z,8Z,12E)-icosatrienoate. CCCCC[C@H]1[C@H](O1)/C=C/C(C/C=C\\C/C=C\\CCCC(=O)O)O